BrC(C)(C)C1=CC=C(C=C1)C=O 2-bromo-2-(4-formylphenyl)propane